4-(4-(4-((5-cyclopropyl-3-(2,6-dichlorophenyl)isoxazol-4-yl)methoxy)piperidin-1-yl)phenyl)-1,2,4-triazine-3,5(2H,4H)-dione C1(CC1)C1=C(C(=NO1)C1=C(C=CC=C1Cl)Cl)COC1CCN(CC1)C1=CC=C(C=C1)N1C(NN=CC1=O)=O